C(C1=CC=CC=C1)NC1=C(N=C2N1C(=CC=C2)C2=C(C=CC1=CC=CC=C21)O)C2=C(C=CC=C2)C 1-(3-(benzylamino)-2-(o-tolyl)imidazo[1,2-a]pyridin-5-yl)naphthalen-2-ol